Cl.N[C@]1(C[C@H](CCC1)C)C(=O)OC cis-methyl 1-amino-3-methylcyclohexanecarboxylate hydrochloride